CC1=NN(C=C1NC1=NC=C(C(=N1)NCCCN1C(CCCC1)=O)C(F)(F)F)[C@H]1CNCC1 |r| rac-(R)-1-(3-((2-((3-methyl-1-(pyrrolidin-3-yl)-1H-pyrazol-4-yl)amino)-5-(trifluoromethyl)pyrimidin-4-yl)amino)propyl)piperidin-2-one